C(C)(C)(C)OC(=O)N1CCC(=CC1)C=1C=NC2=CC=C(C=C2C1NC1=C(C(=O)O)C=CC=C1)Cl 2-[[3-(1-tert-butoxycarbonyl-3,6-dihydro-2H-pyridin-4-yl)-6-chloro-4-quinolinyl]amino]benzoic acid